ClC=1C(=CC(=C(C1)NC1=NC=NC2=C1N=C(N=C2)N2CCN(CC2)C(C=C)=O)F)OC2=CC1=C(N(N=N1)C)C=C2 1-(4-(8-((5-chloro-2-fluoro-4-((1-methyl-1H-benzo[d][1,2,3]triazol-5-yl)oxy)phenyl)amino)pyrimido[5,4-d]pyrimidin-2-yl)piperazin-1-yl)prop-2-en-1-one